O=C([C@@H](CC1=CC=C(C=C1)C1=CC=C(C=C1)C(F)(F)F)NC1=CC=C(C(=O)NCCC(=O)OCC)C=C1)NC1=CC=C(C=C1)OC(F)(F)F Ethyl (R)-3-(4-((1-oxo-1-((4-(trifluoromethoxy)phenyl)amino)-3-(4'-(trifluoromethyl)-[1,1'-biphenyl]-4-yl)propan-2-yl)amino)benzamido)propanoate